BrC1=C(C(O)=C(C=C1)Br)O 3,6-dibromocatechol